bismuth oxybromide chloride O(Br)Cl.[Bi]